(3S,5S,7R)-12'-(benzyloxy)-3,3'-dimethyl-1',11'-dioxo-1',4',5',11'-tetrahydro-3'H,4H,7'H-spiro[isoxazole-5,6'-[2,7]methanopyrido[1,2-a][1,4]diazonine]-10'-carboxylic acid C(C1=CC=CC=C1)OC=1C(C(=CN2C1C(N1C(CC[C@@]3(C2C1)CC(=NO3)C)C)=O)C(=O)O)=O